C(N)(O)=O.C(C)(C)(C)NCCCl tert-butyl-(2-chloroethylamine) carbamate